(4-benzoyl-1-piperazinyl)-1-(4,7-dimethoxy-1H-pyrrolo[2,3-c]Pyridin-3-yl)-2-oxoethane C(C1=CC=CC=C1)(=O)N1CCN(CC1)C(C=O)C1=CNC2=C(N=CC(=C21)OC)OC